OC1=C(C=CC(=C1)O)C=1N=C(SC1)NC(C(C)=O)=O N-(4-(2,4-dihydroxyphenyl)thiazol-2-yl)-2-oxopropanamide